C1C2=C(OC=C1)C=CC1=CC=CC=C12 1H-naphtho[2,1-b]pyran